C(C)(C)(C)OC(=O)N1CC2=CC(=C(C=C2C1)OCCCBr)OC 5-(3-bromopropyloxy)-6-methoxy-isoindoline-2-carboxylic acid tert-butyl ester